C(CC)OCC1=NC=CC=N1 2-(propoxymethyl)pyrimidine